2-(4-ethoxy-4-oxo-butyl)pyrazole-3-carboxylic acid ethyl ester C(C)OC(=O)C=1N(N=CC1)CCCC(=O)OCC